3-(3-(4-(2-(4-methoxyphenyl)propan-2-yl)thiazol-2-yl)ureido)propane-1-sulfonamide COC1=CC=C(C=C1)C(C)(C)C=1N=C(SC1)NC(NCCCS(=O)(=O)N)=O